6,8-dihydro-1H-furo[3,4-g]Indole N1C=CC2=CC=C3C(=C12)COC3